NC1CCC(CC1)N(C1=NC=CC(=N1)NC1=NNC(=C1)C1CC1)C N2-((1R,4R)-4-aminocyclohexyl)-N4-(5-cyclopropyl-1H-pyrazol-3-yl)-N2-methylpyrimidine-2,4-diamine